N-(2-cyanobenzothiazole-6-yl)-5-(1,2-dithiolane-4-yl)valeramide C(#N)C=1SC2=C(N1)C=CC(=C2)NC(CCCCC2CSSC2)=O